C(C)(C)(C)OC(=O)N1C(CCC1(C(=O)O)CO)(C(=O)O)CO 1-(tert-butoxycarbonyl)-2,5-bis(hydroxymethyl)pyrrolidine-2,5-dicarboxylic acid